C1(CC1)C1=NN(C(=C1)C)C1=CC=C(C=C1)C1CN(C1)C(=O)N1CC2(C1)CC(C2)C2=NC(=NN2)C2(CC2)O [3-[4-(3-cyclopropyl-5-methyl-pyrazol-1-yl)phenyl]azetidin-1-yl]-[6-[3-(1-hydroxycyclopropyl)-1H-1,2,4-triazol-5-yl]-2-azaspiro[3.3]heptan-2-yl]methanone